N-(trans-4-ethoxycyclohexyl)-5-(1-methyl-1H-benzo[d][1,2,3]triazol-6-yl)pyrrolo[2,1-f][1,2,4]triazin-2-amine C(C)O[C@@H]1CC[C@H](CC1)NC1=NN2C(C=N1)=C(C=C2)C=2C=CC1=C(N(N=N1)C)C2